(Z)-N-(2-(4-(4-chloro-1,2-diphenyl-but-1-en-1-yl)phenoxy)ethyl)-8-((2-(2,6-dioxopiperidin-3-yl)-1-oxoisoindolin-4-yl)amino)-N-methyloctanamide ClCC/C(=C(\C1=CC=CC=C1)/C1=CC=C(OCCN(C(CCCCCCCNC2=C3CN(C(C3=CC=C2)=O)C2C(NC(CC2)=O)=O)=O)C)C=C1)/C1=CC=CC=C1